C12C=CC(CC1)C2 Bicyclo(2.2.1)hept-2-ene